N1C(=NC2=C1C=CC=C2)CNC2=NN(C1=NC(=CN=C12)C1CC1)CCN(C)C N-[(1H-benzimidazol-2-yl)methyl]-6-cyclopropyl-1-[2-(dimethylamino)ethyl]-1H-pyrazolo[3,4-b]pyrazin-3-amine